CC=1C(=NC(=NC1)NC1=CC2=C(B(OC2)O)C=C1)NC1CCC(CC1)C 5-((5-methyl-4-((4-methylcyclohexyl)amino)pyrimidin-2-yl)amino)benzo[c][1,2]oxaborol-1(3H)-ol